C(C)(=O)NC1=CC=C(C=C1)NC(C1=C(N=CC(=C1)C1=CC(=CC=C1)C(C)=O)N)=O N-(4-acetamidophenyl)-5-(3-acetylphenyl)-2-aminonicotinamide